(4-(2-(piperidin-4-ylamino)-5-(trifluoromethyl)pyrimidin-4-yl)-1H-imidazol-1-yl)-2-(trifluoromethyl)benzonitrile N1CCC(CC1)NC1=NC=C(C(=N1)C=1N=CN(C1)C=1C(=C(C#N)C=CC1)C(F)(F)F)C(F)(F)F